potassium telluride [Te-2].[K+].[K+]